N-(4-(4-amino-7-methyl-7H-pyrrolo[2,3-d]pyrimidin-5-yl)-3-methylphenyl)-2-cyclopropylacetamide NC=1C2=C(N=CN1)N(C=C2C2=C(C=C(C=C2)NC(CC2CC2)=O)C)C